CN1CC(C1)(C)[C@@](C=1C=C(C=NC1)C#CC1(CCN(CC1)C(C)=O)C)(C1=CC=C(C=C1)C(C)C)O 1-(4-{5-[(R)-(1,3-Dimethyl-azetidin-3-yl)-hydroxy-(4-isopropyl-phenyl)-methyl]-pyridin-3-ylethynyl}-4-methyl-piperidin-1-yl)-ethanone